Cl.C1N(CC12CCNCC2)C2=NC=NC=C2OC2=C(C=C(C=C2)F)C(=O)N2[C@H](COC[C@H]2C)C (2-((4-(2,7-diazaspiro[3.5]non-2-yl)pyrimidin-5-yl)oxy)-5-fluorophenyl)((3s,5r)-3,5-dimethylmorpholinyl)methanone hydrochloride